BrC=1C(=C(OCCOC2C[C@H]3CC[C@@H](C2)N3CC(=O)OCC)C=CC1)C ethyl 2-((1R,3s,5S)-3-(2-(3-bromo-2-methylphenoxy)ethoxy)-8-azabicyclo[3.2.1]octan-8-yl)acetate